C(C)(C)(C)OC(=O)N1C\C(\C(CC1)=O)=C/N(C)C (3E)-3-[(dimethylamino)methylene]-4-oxopiperidine-1-carboxylic acid tert-butyl ester